FC=1C(=CC2=C(C(=NO2)N2C(N3[C@H](C2)C([C@@H](C3)NS(=O)(=O)CC)(F)F)=O)C1C1=C(C=C(C=C1F)F)F)F N-{(6R,7aR)-2-[5,6-difluoro-4-(2,4,6-trifluorophenyl)-1,2-benzoxazol-3-yl]-7,7-difluoro-3-oxohexahydro-1H-pyrrolo[1,2-c]imidazol-6-yl}ethanesulfonamide